3-Ethoxy-5-{6-[2-(2-methyl-indol-1-yl)-ethylamino]-pyrimidin-4-yl}-thiophene C(C)OC1=CSC(=C1)C1=NC=NC(=C1)NCCN1C(=CC2=CC=CC=C12)C